C(C1=CC=CC=C1)OC1=C(C=C(C=C1)C(C)(C)C)I 1-benzyloxy-4-tert-butyl-2-iodo-benzene